1-Ethyl-1-(5-hydroxypentyl)pyrrolidin-1-ium C(C)[N+]1(CCCC1)CCCCCO